CC(C)(C=C)N1CCCCC1 (2-methylbut-3-en-2-yl)piperidine